C(C)(C)(C)OC(=O)N1[C@@H](C[C@H](C1)O[Si](C)(C)C(C)(C)C)C(=O)O (2S,4R)-1-(tert-butoxycarbonyl)-4-((tert-butyldimethylsilyl)oxy)pyrrolidine-2-carboxylic acid